2-(3-(6-bromo-3-fluoropyridin-2-yl)imidazo[1,2-a]pyridin-6-yl)-1,1,1-trifluoropropan-2-ol BrC1=CC=C(C(=N1)C1=CN=C2N1C=C(C=C2)C(C(F)(F)F)(C)O)F